C[C@@H](CO)COC1=CC2=CC=CC=C2C=C1 (S)-2-Methyl-3-(naphthalen-2-yloxy)propan-1-ol